(1s,4s)-4-(2-acetyl-6,9-dioxo-5-(4-(trifluoromethyl)-benzyl)-2,5,8-triazaspiro-[3.5]nonan-8-yl)cyclohexane-1-carbonitrile C(C)(=O)N1CC2(C1)N(C(CN(C2=O)C2CCC(CC2)C#N)=O)CC2=CC=C(C=C2)C(F)(F)F